3-((5-(1-(3,3-difluorocyclobutyl)-1H-benzo[d][1,2,3]triazol-6-yl)-4-methoxypyrrolo[2,1-f][1,2,4]triazin-2-yl)amino)-2,2-dimethylpropanenitrile FC1(CC(C1)N1N=NC2=C1C=C(C=C2)C=2C=CN1N=C(N=C(C12)OC)NCC(C#N)(C)C)F